2-chloro-4-((2-isopropylbenzyl)amino)pyrimidin-5-carboxamide ClC1=NC=C(C(=N1)NCC1=C(C=CC=C1)C(C)C)C(=O)N